7-(4-(diphenylamino)phenyl)benzo[c][1,2,5]thiadiazole-4-carbaldehyde C1(=CC=CC=C1)N(C1=CC=C(C=C1)C1=CC=C(C=2C1=NSN2)C=O)C2=CC=CC=C2